tert-butyl 4-[1-[1-[2-(2,6-dioxo-3-piperidyl)-1-oxo-isoindolin-5-yl]-4-piperidyl]-1-methyl-ethyl]piperazine-1-carboxylate O=C1NC(CCC1N1C(C2=CC=C(C=C2C1)N1CCC(CC1)C(C)(C)N1CCN(CC1)C(=O)OC(C)(C)C)=O)=O